1-amino-3-(benzyloxy)-N-(3-fluorophenethyl)-4-oxo-1,4-dihydropyridine-2-carboxamide NN1C(=C(C(C=C1)=O)OCC1=CC=CC=C1)C(=O)NCCC1=CC(=CC=C1)F